tert-Butyl 3-(aminomethyl)azetidine-1-carboxylate NCC1CN(C1)C(=O)OC(C)(C)C